[2-(6-[[5-chloro-2-(dimethylamino)pyrimidin-4-yl]amino]-3-[(methylcarbamoyl)methoxy]-2-oxoquinolin-1-yl)ethoxy]benzene-1,2-dicarboxylic acid ClC=1C(=NC(=NC1)N(C)C)NC=1C=C2C=C(C(N(C2=CC1)CCOC1=C(C(=CC=C1)C(=O)O)C(=O)O)=O)OCC(NC)=O